N[C@@H]([C@@H](O)C1=CC=CC=C1)C1=CC=CC=C1 (1S,2R)-2-amino-1,2-diphenylethanol